2-hydroxy-methyl-phenylpropane OC(C(C1=CC=CC=C1)C)C